BrC=1C=C(C=CC1OC)S(=O)(=O)N(CCC)C 3-Bromo-4-methoxy-N-methyl-N-propyl-benzenesulfonamide